(E)-N'-(2-hydroxybenzylidene)-6-(4-methoxyphenyl)pyrazine-2-carbohydrazide OC1=C(\C=N\NC(=O)C2=NC(=CN=C2)C2=CC=C(C=C2)OC)C=CC=C1